C(C)(C)(C)OC(=O)N1[C@H](CC[C@@H](C1)NC(C1=CC(=C(C=C1)Cl)OC(F)(F)F)=O)C=1OC(=NN1)OCCOC(F)(F)F.C(C=C)[Si](N[Si](CC=C)(C)C)(C)C 1,3-diallyl-tetramethyl-disilazane tert-butyl-(2R,5S)-5-[4-chloro-3-(trifluoromethoxy)benzamido]-2-{5-[2-(trifluoromethoxy)ethoxy]-1,3,4-oxadiazol-2-yl}piperidine-1-carboxylate